(R)-4-methylmorpholine-3-carboxylate CN1[C@H](COCC1)C(=O)[O-]